FC(CCC(=O)O)(CCC(=O)OC)F 4,4-difluoro-7-methoxy-7-oxoheptanoic acid